3-[3-chloro-4-(trifluoromethoxy)phenyl]azetidine-1-carboxylic acid tert-butyl ester C(C)(C)(C)OC(=O)N1CC(C1)C1=CC(=C(C=C1)OC(F)(F)F)Cl